(S)-(1-((benzyloxy)amino)-3-hydroxy-3-methyl-1-oxobutan-2-yl)carbamic acid tert-butyl ester C(C)(C)(C)OC(N[C@H](C(=O)NOCC1=CC=CC=C1)C(C)(C)O)=O